(E)-3-(4-(2-cyclopropyl-6-(trifluoromethyl)pyridin-4-yl)-2H-1,2,3-triazol-2-yl)-2-(Pyrimidin-5-yl)acrylamide C1(CC1)C1=NC(=CC(=C1)C1=NN(N=C1)/C=C(/C(=O)N)\C=1C=NC=NC1)C(F)(F)F